P(=O)(O)(O)OC(C(=O)[O-])CO.[Na+] sodium α-phosphoglycerate